3-(4-methoxyphenyl)-3-methyl-tetrahydropyran COC1=CC=C(C=C1)C1(COCCC1)C